ClC1=NC=CC(=C1)OC1=NC2=CC=CC=C2C(=C1)CN [2-{(2-chloropyridin-4-yl)oxy}quinolin-4-yl]methylamine